ethyl 5-(((1R)-1-(2-(azidomethyl)-5-fluoro-2-(fluoromethyl)-2,3-dihydrobenzofuran-7-yl)ethyl)amino)pyrazolo[1,5-a]pyrimidine-3-carboxylate N(=[N+]=[N-])CC1(OC2=C(C1)C=C(C=C2[C@@H](C)NC2=NC=1N(C=C2)N=CC1C(=O)OCC)F)CF